1,3-dibenzyl-2-methylimidazole hydrochloride Cl.C(C1=CC=CC=C1)N1C(N(C=C1)CC1=CC=CC=C1)C